C(C)(C)(C)OC(=O)N1CCN(CC1)CC(=O)O 2-(1-tert-butoxycarbonylpiperazin-4-yl)acetic acid